NCCCCC1CN(CCC1(F)F)C(=O)OC(C)(C)C tert-butyl 3-(4-aminobutyl)-4,4-difluoropiperidine-1-carboxylate